O[C@H]1[C@H](O[C@@]2([C@@H]([C@H]1N1N=NC(=C1)C1=CC(=C(C(=C1)F)F)F)O)CN(CCC2)C(=O)C2=CC1=CC=CC=C1C=C2)CO ((2r,3r,4s,5r,6r)-3,5-dihydroxy-2-(hydroxymethyl)-4-(4-(3,4,5-trifluorophenyl)-1H-1,2,3-triazol-1-yl)-1-oxa-8-azaspiro[5.5]undecan-8-yl)(naphthalen-2-yl)methanone